3-(5-(trifluoromethyl)pyridin-2-yl)-2-oxo-2,3-dihydrobenzothiazol FC(C=1C=CC(=NC1)N1C(SC2=C1C=CC=C2)=O)(F)F